(2S)-1-[2-[(3R)-3-[(8-methyl-5-quinolyl)amino]pyrrolidin-1-yl]acetyl]pyrrolidine-2-carbonitrile CC=1C=CC(=C2C=CC=NC12)N[C@H]1CN(CC1)CC(=O)N1[C@@H](CCC1)C#N